COC1=C(C=C2C=C(N(C2=C1)S(=O)(=O)C1=CC=C(C)C=C1)CNC(=O)C1(CC1)C)SC N-((6-methoxy-5-(methylthio)-1-tosyl-1H-indol-2-yl)methyl)-1-methylcyclopropane-1-carboxamide